FC(CN1N=CC=2C1=NC(=CN2)N2CC[C@H]1N(CC[C@H]12)C1=NC=CC(=C1)C(F)(F)F)F [(3aR,6aR)-4-[1-(2,2-difluoroethyl)-1H-pyrazolo[3,4-b]pyrazin-6-yl]-octahydropyrrolo[3,2-b]pyrrol-1-yl]-4-(trifluoromethyl)pyridine